ClC1=CC(=C(OCC=2C=NC=C(C#N)C2)C=C1OCC=1C(=C(C=CC1)C1=C(C(=CC=C1)C1=CC(=CC=C1)OCC=O)C)C)CN[C@@H]1[C@H](CCCC1)O 5-((4-chloro-5-((2,2'-dimethyl-3''-(2-oxoethoxy)-[1,1':3',1''-terphenyl]-3-yl)methoxy)-2-((((1S,2S)-2-hydroxycyclohexyl)amino)methyl)phenoxy)methyl)nicotinonitrile